1-(6-(3-methoxypropyl)-3-(7-methylbenzofuran-5-yl)pyrazin-2-yl)piperidine-4-carboxylic acid COCCCC1=CN=C(C(=N1)N1CCC(CC1)C(=O)O)C=1C=C(C2=C(C=CO2)C1)C